C(#N)C=1N=C([N-]C1C#N)C(F)(F)F.[Li+] lithium 4,5-dicyano-2-(tri-fluoromethyl)imidazolate